3-(neopentylthio)aniline C(C(C)(C)C)SC=1C=C(N)C=CC1